CC1=CC=CC(=N1)C1=NNC=C1C=1N=C2C(=CC=NC2=CC1)N1CCC(CC1)N1CCOCC1 4-[1-[6-[3-(6-methyl-2-pyridyl)-1H-pyrazol-4-yl]-1,5-naphthyridin-4-yl]-4-piperidyl]morpholine